ClCC(=O)N(CCC#N)C=1C=CC2=C(OCCN2C(=O)OC(C)(C)C)C1 tert-butyl 7-(2-chloro-N-(2-cyanoethyl)acetamido)-2,3-dihydro-4H-benzo[b][1,4]oxazine-4-carboxylate